Chinolinolat N1=C(C=CC2=CC=CC=C12)[O-]